2-hydroxybenzenetrimethanol OC1(C(C=CC=C1CO)CO)CO